ClC1=CC=C2C(=CC(=NC2=C1Cl)N1[C@@H](CCC1)COCCC(=O)OC(C)(C)C)C#C[Si](C)(C)C tert-butyl (S)-3-((1-(7,8-dichloro-4-((trimethylsilyl)ethynyl)quinolin-2-yl)pyrrolidin-2-yl)methoxy)propanoate